3,3'-(1,1,3,3-tetrapropoxydisiloxane-1,3-diyl)bis(N,N-diethylpropane-1-amine) C(CC)O[Si](O[Si](OCCC)(OCCC)CCCN(CC)CC)(OCCC)CCCN(CC)CC